3-indenone C1=CC(C2=CC=CC=C12)=O